NC1=C(C=C(C(=O)NC=2C(N(C=CC2)C(C(=O)NN(CC(=O)OCC)C(COC2=C(C(=CC(=C2F)F)F)F)=O)C)=O)C=C1)Cl Ethyl N-(2-(3-(4-amino-3-chlorobenzamido)-2-oxopyridin-1(2H)-yl)propanamido)-N-(2-(2,3,5,6-tetrafluorophenoxy)acetyl)glycinate